N[C@H](C)C1=CC=C(S1)C1=C(CN(C(OC(C)(C)C)=O)C)C=CC=C1 tert-butyl (R)-(2-(5-(1-aminoethyl)thiophen-2-yl)benzyl)(methyl)carbamate